O=C1NC(CCC1N1C(N(C2=C1C=CC(=C2)N2C[C@@H](N(CC2)CCCN(C(OC(C)(C)C)=O)C)C(C)C)C)=O)=O tert-butyl N-{3-[(2S)-4-[1-(2,6-dioxopiperidin-3-yl)-3-methyl-2-oxo-1,3-benzodiazol-5-yl]-2-isopropylpiperazin-1-yl]propyl}-N-methylcarbamate